ClC=1N=C(C2=C(N1)C(=C(N=C2OC([2H])([2H])[2H])Cl)F)N2CC1(CCC(C2)N1C(=O)OC(C)(C)C)COC([2H])([2H])[2H] tert-butyl 3-(2,7-dichloro-8-fluoro-5-(methoxy-d3) pyrido[4,3-d]pyrimidin-4-yl)-1-((methoxy-d3) methyl)-3,8-diazabicyclo[3.2.1]octane-8-carboxylate